(2R)-N-((S)-(5-chloro-6-(trifluoromethyl)pyridin-2-yl)(6-(trifluoromethyl)pyridin-3-yl)methyl)-2-methyl-3-oxopiperazine-1-carboxamide ClC=1C=CC(=NC1C(F)(F)F)[C@@H](NC(=O)N1[C@@H](C(NCC1)=O)C)C=1C=NC(=CC1)C(F)(F)F